2,2-bis[4-(2-hydroxy-3-ethylacryloyloxypropyloxy)phenyl]propane OC(C(=O)OCCCOC1=CC=C(C=C1)C(C)(C)C1=CC=C(C=C1)OCCCOC(C(=CCC)O)=O)=CCC